ClC1=NC(=C(C=C1/C(/N1[C@H](CN(CC1)C(=O)OC(C)(C)C)C)=N/S(NC1=C(C=CC=C1)C(C)C)(=O)=O)Cl)C1=C(C=CC=C1)F tert-butyl (S,Z)-4-((2,5-dichloro-6-(2-fluorophenyl)pyridin-3-yl)((N-(2-isopropylphenyl)sulfamoyl)imino)methyl)-3-methylpiperazine-1-carboxylate